C(C)(=O)OCC(C)(C)NC(C1=CC=C(C=C1)CCl)=O 2-(4-(chloromethyl) benzoylamino)-2-methylpropyl acetate